(S)-N6-(2,4-dimethoxybenzyl)-N1-isopropyl-N6-methyl-3-((S)-4-methyl-2-nonanamidopentanamido)-2-oxohexanediamide COC1=C(CN(C(CC[C@@H](C(C(=O)NC(C)C)=O)NC([C@H](CC(C)C)NC(CCCCCCCC)=O)=O)=O)C)C=CC(=C1)OC